[Na+].FC=1C=C2C(=C(C(=NC2=CC1)C1=CC=C(C=C1)C1=C(C=CC=C1)F)C)C(=O)[O-] 6-Fluoro-2-(2'-fluoro-1,1'-biphenyl-4-yl)-3-methyl-4-quinolinecarboxylic acid sodium salt